2-fluoro-acetic acid octyl ester C(CCCCCCC)OC(CF)=O